FC(C(C(C(C(=O)[O-])(F)F)(F)F)(F)F)F octafluorovalerate